FC(CO)(C)C 2-fluoro-2-methyl-propan-1-ol